3-(4-fluoro-3-(4,4,5,5-tetramethyl-1,3,2-dioxaborolan-2-yl)phenoxy)propan-1-ol FC1=C(C=C(OCCCO)C=C1)B1OC(C(O1)(C)C)(C)C